5-bromo-6-fluoro-N-(1-methylpiperidin-4-yl)pyridin-3-amine BrC=1C=C(C=NC1F)NC1CCN(CC1)C